COC(=O)C1(CCC2(C(=CC3=CC(=C(C=C23)F)F)C[C@H](CO)C)CC1)NC1=CC(=CC=C1)Cl (1R,4R)-4-(3-Chloroanilino)-5',6'-difluoro-2'-[(2R)-3-hydroxy-2-methylpropyl]spiro[cyclohexane-1,1'-indene]-4-carboxylic acid methyl ester